FC1=CC=C(C=C1)P1OCC(CO1)(C)C 2-(4-fluorophenyl)-5,5-dimethyl-1,3,2-dioxaphosphorinane